N-(3-chloro-2-methylphenyl)-2-(methylsulfinyl)-6-({[2-(trifluoromethyl)phenyl]carbonyl}amino)-1H-benzimidazole-4-carboxamide ClC=1C(=C(C=CC1)NC(=O)C1=CC(=CC=2NC(=NC21)S(=O)C)NC(=O)C2=C(C=CC=C2)C(F)(F)F)C